ClC=1C(N(C(=CC1OCC1=NC=C(C=C1F)F)C)C1=CC(=NC=C1C)C1=NC(=NC=C1)N1CCCC1)=O 3-chloro-4-((3,5-difluoropyridin-2-yl)methoxy)-5',6-dimethyl-2'-(2-(pyrrolidin-1-yl)pyrimidin-4-yl)-2H-[1,4'-bipyridine]-2-one